OC[C@@H]1C=C[C@@H](O1)N1C(NC(C(=C1)C=C)=O)=O 1-((2R,5S)-5-(hydroxymethyl)-2,5-dihydrofuran-2-yl)-5-vinylpyrimidine-2,4(1H,3H)-dione